t-Butyl (4-{2-[3-(5-chlorofuran-2-yl)-4-phenylisoxazol-5-yl]acetamido}butyl)carbamate ClC1=CC=C(O1)C1=NOC(=C1C1=CC=CC=C1)CC(=O)NCCCCNC(OC(C)(C)C)=O